1-propan-2-ylpyrazol-3-amine CC(C)N1N=C(C=C1)N